OC(C)NC=O 1-hydroxyethylformamide